CC1=NOC(=C1)C=C 3-methyl-5-vinyl-isoxazole